BrC1=C(C=CC2=CC=CC=C12)N(P(NC1=CC=CC=C1)(O)=O)C1=CC=CC=C1 (1-bromonaphthalen-2-yl)-N,N'-diphenyl-phosphoric acid diamide